FC1=CC2=C(C(NCCC2(C)C)=O)C=C1 7-fluoro-5,5-dimethyl-2,3,4,5-tetrahydro-1H-benzo[c]azepin-1-one